ClC1=CC(=C(C=C1)C1(OC2=C(O1)C=CC=C2C2CCN(CC2)CC=2N(C(=CN2)/C=C/C(=O)O)CC2(CC2)C#N)C)F (E)-3-(2-((4-(2-(4-chloro-2-fluorophenyl)-2-methylbenzo[d][1,3]dioxol-4-yl)piperidin-1-yl)methyl)-1-((1-cyanocyclopropyl)methyl)-1H-imidazol-5-yl)acrylic acid